N-(tert-butyl)-6-chloro-5-iodopyrimidin-4-amine C(C)(C)(C)NC1=NC=NC(=C1I)Cl